2,4,6,8-tetrakis(naphthalene-1-ylmethyl)-2,4,6,8-tetraazaadamantane C1(=CC=CC2=CC=CC=C12)CN1C2N(C3N(C(N(C1C3)CC3=CC=CC1=CC=CC=C31)C2)CC2=CC=CC3=CC=CC=C23)CC2=CC=CC3=CC=CC=C23